ClC=1C(=CC2=C(N(C[C@H](N(S2(=O)=O)C)C2CCCCC2)C2=CC=CC=C2)C1)C1=CC(=NC=C1)C(=O)OC methyl (R)-4-(7-chloro-3-cyclohexyl-2-methyl-1,1-dioxido-5-phenyl-2,3,4,5-tetrahydrobenzo[f][1,2,5]thiadiazepin-8-yl)picolinate